OCCN1C=CC(=C1C1=C(C=CC=C1)C(F)(F)F)C (S)-1-(2-hydroxyethyl)-4-methyl-5-(2-(trifluoromethyl)phenyl)-1H-pyrrole